C(C)(=O)C1=CC=C(C[C@H](N)C(=O)O)C=C1 para-acetylphenylalanine